FC1=CC=C(C=C1)C=1C(=C(C=NC1C)C(=O)NC1=CC=C(C=C1)OC1=CC=NC2=CC(=C(N=C12)OCCOC)C)O 5-(4-fluorophenyl)-4-hydroxy-N-[4-[[6-(2-methoxyethoxy)-7-methyl-1,5-naphthyridin-4-yl]oxy]phenyl]-6-methylpyridine-3-carboxamide